SC(CCOC(C=1C(C(=O)OCCC(C)S)=CC=CC1)=O)C phthalic acid bis(3-mercaptobutyl) ester